CN1N=CC(=C1)C=1C=CC=2N(N1)C=C(N2)C(=O)N 6-(1-methyl-1H-pyrazol-4-yl)imidazo[1,2-b]pyridazine-2-carboxamide